(4-methylphenyl) octanoate C(CCCCCCC)(=O)OC1=CC=C(C=C1)C